3-[2-amino-5-(4-methylquinazolin-6-yl)thiazol-4-yl]benzonitrile NC=1SC(=C(N1)C=1C=C(C#N)C=CC1)C=1C=C2C(=NC=NC2=CC1)C